NC=1N=CC2=C(N1)C1(C(N(C2)C=2C=C(C=CC2C)NC(=O)C2=CCCCC2)=O)CC1 N-(3-(2'-amino-7'-oxo-5'H-spiro[cyclopropane-1,8'-pyrido[4,3-d]pyrimidine]-6'(7'H)-yl)-4-methylphenyl)cyclohex-1-ene-1-carboxamide